FC(OC1=CC=C(OC=2C(=NC=CN2)N2CCN(CC2)C(C=C)=O)C=C1)F 1-(4-(3-(4-(difluoromethoxy)phenoxy)pyrazin-2-yl)piperazin-1-yl)prop-2-en-1-one